N-Methyl-6-(2-methylimidazo[2,1-b][1,3]thiazol-6-yl)-N-(2,2,6,6-tetramethylpiperidin-4-yl)[1,3]thiazolo[4,5-c]pyridin-2-amin CN(C=1SC2=C(C=NC(=C2)C=2N=C3SC(=CN3C2)C)N1)C1CC(NC(C1)(C)C)(C)C